(S)-7-((R)-1-(1H-1,2,4-triazole-1-carbonyl)piperidin-2-yl)-2-(4-phenoxyphenyl)-4,5,6,7-tetrahydropyrazolo[1,5-a]pyrimidine-3-carboxamide N1(N=CN=C1)C(=O)N1[C@H](CCCC1)[C@@H]1CCNC=2N1N=C(C2C(=O)N)C2=CC=C(C=C2)OC2=CC=CC=C2